4-(4-(cyclopropylamino)-6-methyl-7-tosyl-7H-pyrrolo[2,3-d]pyrimidin-2-yl)phenol C1(CC1)NC=1C2=C(N=C(N1)C1=CC=C(C=C1)O)N(C(=C2)C)S(=O)(=O)C2=CC=C(C)C=C2